C(C1=CC=CC=C1)OC1=CC=C(C(=C1C1CC(N(C1)CCCO[Si](C)(C)C(C)(C)C)=O)Br)Cl 4-(6-(benzyloxy)-2-bromo-3-chlorophenyl)-1-(3-((tert-butyldimethylsilyl)oxy)propyl)pyrrolidin-2-one